4-(((S)-1-(3,5-difluorophenyl)ethyl)amino)-2-(2,6-dioxopiperidin-3-yl)isoindoline-1,3-dione FC=1C=C(C=C(C1)F)[C@H](C)NC1=C2C(N(C(C2=CC=C1)=O)C1C(NC(CC1)=O)=O)=O